C(C)(=O)C1=NN(C2=C(C=C(C=C12)C=1C=NC(=NC1)C)C)CC(=O)N1[C@@H]2C[C@@]2(C[C@H]1C(=O)NCC(C)(C)C)C (1R,3S,5R)-2-(2-(3-acetyl-7-methyl-5-(2-methylpyrimidin-5-yl)-1H-indazol-1-yl)acetyl)-5-methyl-N-neopentyl-2-azabicyclo[3.1.0]hexane-3-carboxamide